[Si](C)(C)(C(C)(C)C)O[C@@H]1CNCC1 (S)-3-((tert-butyldimethylsilyl)oxy)pyrrolidine